(5RS)-3-(3-bromo-5,6-dimethylpyridazin-4-yl)-5-(5-methyl-2-thienyl)-5,6-dihydro-4H-1,2,4-oxadiazine BrC=1N=NC(=C(C1C1=NOC[C@@H](N1)C=1SC(=CC1)C)C)C |r|